S1C(=NC=2C=NC=CC21)N [1,3]thiazolo[4,5-c]pyridin-2-amine